N-Boc-2-oxo-pyrrolidine C(=O)(OC(C)(C)C)N1C(CCC1)=O